6-[3-[[5-cyano-4-(4-fluorophenyl)thiazol-2-yl]-methyl-amino]-2-ethyl-6-fluoro-pyrazolo[1,5-a]pyridin-5-yl]-2,6-diazaspiro[3.3]heptane-2-carboxylic acid tert-butyl ester C(C)(C)(C)OC(=O)N1CC2(C1)CN(C2)C2=CC=1N(C=C2F)N=C(C1N(C)C=1SC(=C(N1)C1=CC=C(C=C1)F)C#N)CC